6-fluoro-4-(4-(2-(2-oxo-1,2,3,4-tetrahydroquinolin-7-yl)ethyl)piperazin-1-yl)benzo[b]thiophene-2-carboxamide FC=1C=C(C2=C(SC(=C2)C(=O)N)C1)N1CCN(CC1)CCC1=CC=C2CCC(NC2=C1)=O